BrC=1C=C(C=C(C1O)Br)C(=O)C1=C(OC2=C1C=CC=C2)CC (3,5-dibromo-4-hydroxy-phenyl)(2-ethylbenzofuran-3-yl)-methanone